(R)-2-(4-(4-ethoxy-6-((4-methoxybenzyl)oxy)pyridin-3-yl)-2-fluorophenyl)-N-(3-((1-methylpyrrolidin-2-yl)methoxy)-5-(trifluoromethyl)phenyl)acetamide C(C)OC1=C(C=NC(=C1)OCC1=CC=C(C=C1)OC)C1=CC(=C(C=C1)CC(=O)NC1=CC(=CC(=C1)C(F)(F)F)OC[C@@H]1N(CCC1)C)F